(tert-butyl 2-amino-5-(4-methylpiperazin-1-yl) phenyl) carbamate C(N)(OC1=C(C(=CC(=C1)N1CCN(CC1)C)C(C)(C)C)N)=O